3-[3-Methyl-5-(4-{methyl[(3S)-pyrrolidin-3-ylmethyl]amino}piperidin-1-yl)-2-oxo-1,3-benzodiazol-1-yl]piperidine-2,6-dione trifluoroacetate FC(C(=O)O)(F)F.CN1C(N(C2=C1C=C(C=C2)N2CCC(CC2)N(C[C@@H]2CNCC2)C)C2C(NC(CC2)=O)=O)=O